CC=1C=C(OC2=NC(=NC(=C2)C2=C(C=CC=C2C)C)NS(=O)(=O)C=2C=NN(C2)C)C=C(C1N1CCN(CC1)C)C N-[4-[3,5-Dimethyl-4-(4-methylpiperazin-1-yl)phenoxy]-6-(2,6-dimethylphenyl)pyrimidin-2-yl]-1-methyl-pyrazole-4-sulfonamide